tert-butyl (5-bromo-3-(3-(2-Trifluoromethyl-4-cyanophenyl)isoxazol-5-yl)pyrazin-2-yl)(tert-butoxycarbonyl)carbamate BrC=1N=C(C(=NC1)N(C(OC(C)(C)C)=O)C(=O)OC(C)(C)C)C1=CC(=NO1)C1=C(C=C(C=C1)C#N)C(F)(F)F